methyl (7S)-2-benzyl-7-methyl-3-(octahydrocyclopenta[c]pyrrol-4-yl)-3,7,8,9-tetrahydro-6H-imidazo[4,5-f]quinoline-6-carboxylate C(C1=CC=CC=C1)C=1N(C=2C(=C3CC[C@@H](N(C3=CC2)C(=O)OC)C)N1)C1CCC2CNCC21